1-thia-3,4-diazolidine-2,5-dione S1C(NNC1=O)=O